(R)-(1,3-dimethyl-azetidin-3-yl)-[5-(1,4-dioxa-spiro[4.5]dec-8-yloxy)-pyridin-3-yl]-(4-isopropyl-phenyl)-methanol CN1CC(C1)(C)[C@](O)(C1=CC=C(C=C1)C(C)C)C=1C=NC=C(C1)OC1CCC2(OCCO2)CC1